N,N'-bis(3-aminopropyl)piperazine NCCCN1CCN(CC1)CCCN